2-(6-{[(3R,4S)-3-fluoro-2,2,6,6-tetramethylpiperidin-4-yl]oxy}pyridazin-3-yl)-5-([1,2,4]triazolo[1,5-a]pyrazin-2-yl)pyridin-3-ol F[C@@H]1C(NC(C[C@@H]1OC1=CC=C(N=N1)C1=NC=C(C=C1O)C1=NN2C(C=NC=C2)=N1)(C)C)(C)C